lithium platinum sulfate S(=O)(=O)([O-])[O-].[Pt+2].[Li+]